ClC=1C(=CC(NC1)=O)O 5-chloro-4-hydroxypyridine-2(1H)-one